ClC=1C=C(C=CC1)C(=O)N1C2CN(CC1C2)CC2=C(N=C1N2C=CC=C1)C1=CC=C(C=C1)Cl (3-Chlorophenyl)(3-{[2-(4-chlorophenyl)imidazo[1,2-a]pyridin-3-yl]methyl}-3,6-diazabicyclo[3.1.1]hept-6-yl)methanone